N-(1-(azetidin-1-ylmethyl)cyclopropyl)-2-(4-chloro-1H-pyrrolo[3,2-c]pyridin-1-yl)propanamide N1(CCC1)CC1(CC1)NC(C(C)N1C=CC=2C(=NC=CC21)Cl)=O